ClC1=C(C(=O)C2=CNC3=NC=C(C(=C32)N[C@H]3CO[C@@H](CC3)CO)C#N)C=CC(=C1)OC1=CC(=CC=C1)F 3-(2-chloro-4-(3-fluorophenoxy)benzoyl)-4-(((3R,6S)-6-(hydroxymethyl)tetrahydro-2H-pyran-3-yl)amino)-1H-pyrrolo[2,3-b]pyridine-5-carbonitrile